C(C1=CC=CC=C1)N1C2CC(CC1CC2)C=2C=C1CN(C(C1=CC2)=O)C2C(NC(CC2)=O)=O 3-(5-(8-benzyl-8-azabicyclo[3.2.1]octan-3-yl)-1-oxoisoindolin-2-yl)piperidine-2,6-dione